bromo-4-[(propan-2-yl)oxy]benzene BrC1=CC=C(C=C1)OC(C)C